C(C)NC(=O)C1=CC=C(C=C1)C1=CC=C(O1)C(=O)NC(C)C 5-(4-(ethylcarbamoyl)phenyl)-N-isopropylfuran-2-carboxamide